gallic acid benzoate C(C1=CC=CC=C1)(=O)O.C(C1=CC(O)=C(O)C(O)=C1)(=O)O